6-(5-(difluoromethoxy)pyridin-2-yl)-1-(2-morpholinoethyl)-2-oxo-N-(spiro[3.3]hept-2-yl)-1,2-dihydro-1,8-naphthyridine-3-carboxamide FC(OC=1C=CC(=NC1)C=1C=C2C=C(C(N(C2=NC1)CCN1CCOCC1)=O)C(=O)NC1CC2(C1)CCC2)F